(2S)-2-amino-3,3-dicyclopropyl-N-[5-[3,5-dimethyl-1-(2-trimethylsilylethoxymethyl)pyrazol-4-yl]-3-hydroxy-2-pyridyl]propenamide NC(C(=O)NC1=NC=C(C=C1O)C=1C(=NN(C1C)COCC[Si](C)(C)C)C)=C(C1CC1)C1CC1